NCCOC(C(CCCN)N)=O 2-aminoethyl-2,5-diaminopentanoate